FC=1C=C(CC2=NC=CC(=C2)N2N=CC=3C(NCCC32)=O)C=C(C1)S(F)(F)(F)(F)F 1-(2-(3-fluoro-5-(pentafluoro-λ6-sulfaneyl)benzyl)pyridin-4-yl)-1,5,6,7-tetrahydro-4H-pyrazolo[4,3-c]pyridin-4-one